methallyl-sulphonate C(C(C)=C)S(=O)(=O)[O-]